4-((2-(((S)-(6-chloro-3-fluoropyridin-2-yl)((R)-4,4-difluoro-2-methyltetrahydrofuran-2-yl)methyl)amino)-3,4-dioxocyclobut-1-en-1-yl)amino)-3-hydroxy-N,N-dimethylpicolinamide ClC1=CC=C(C(=N1)[C@@H]([C@@]1(OCC(C1)(F)F)C)NC1=C(C(C1=O)=O)NC1=C(C(=NC=C1)C(=O)N(C)C)O)F